NC=1SC2=C(N1)C=CC(=C2)C=2C=NC(=C(C(=O)NCC1=C(C=CC=C1)OC(C)C)C2)OC 5-(2-aminobenzo[d]thiazol-6-yl)-N-(2-isopropoxybenzyl)-2-methoxynicotinamide